ClC1=C(C=C(C=N1)N1C(C=CC=C1)=O)C 6'-Chloro-5'-methyl-2H-[1,3'-bipyridyl]-2-one